3-(2,6-Dimethylpyridin-4-yl)-4-(3-(8-oxa-2-azaspiro[4.5]decan-2-yl)phenylethynyl)-5-methyl-1H-pyrazole CC1=NC(=CC(=C1)C1=NNC(=C1C#CC1=CC(=CC=C1)N1CC2(CC1)CCOCC2)C)C